ethylphenyl-tin C(C)[Sn]C1=CC=CC=C1